(S)-N-(3-((1-(6-(2-(diisopropylcarbamoyl)-4-fluorophenoxy)-1,2,4-triazine-5-yl)pyrrolidin-3-yl)methyl)-3-azaspiro[5.5]undecane-9-yl)isoxazole-5-carboxamide C(C)(C)N(C(=O)C1=C(OC2=C(N=CN=N2)N2C[C@@H](CC2)CN2CCC3(CC2)CCC(CC3)NC(=O)C3=CC=NO3)C=CC(=C1)F)C(C)C